6-BROMO-3,3,8-TRIMETHYL-2,3-DIHYDROIMIDAZO[1,5-A]PYRIDINE-1,5-DIONE BrC1=CC(=C2N(C1=O)C(NC2=O)(C)C)C